CC1=CC=C(C=C1)S(=O)(=O)O\N=C(/C(F)(F)F)\C1=C(C=CC(=C1)F)NC(=O)OC(C)(C)C [(Z)-[1-[2-(tert-butoxycarbonylamino)-5-fluoro-phenyl]-2,2,2-trifluoro-ethylidene]amino] 4-methylbenzenesulfonate